Ureidovaleramide N(C(=O)N)C(C(=O)N)CCC